2-Acetaminothiazole-5-sulfonyl chloride N(C(=O)C)C=1SC(=CN1)S(=O)(=O)Cl